2-(4'-acetamido-2-chloro-[1,1'-biphenyl]-4-yl)-3-(2,3-dihydrobenzo[b][1,4]dioxin-6-yl)-1-oxo-1,2,3,4-tetrahydroisoquinoline-4-carboxylic acid C(C)(=O)NC1=CC=C(C=C1)C1=C(C=C(C=C1)N1C(C2=CC=CC=C2C(C1C1=CC2=C(OCCO2)C=C1)C(=O)O)=O)Cl